C(C)N(CC)CCOC(C(=C)C)=O.C(C(=C)C)(=O)OC methyl methacrylate diethylaminoethyl-methacrylate